O([C@H]1[C@H](O)[C@@H](O)[C@H](O)[C@H](O1)C(=O)O)C1=CC=CC(=C1)CCCCNC(CCN1C(C=CC1=O)=O)=O 5-(4-{[3-(2,5-dioxo-2,5-dihydro-1H-pyrrol-1-yl)propanoyl]amino}butyl)phenyl beta-D-glucopyranosiduronic acid